FC(C=1C=C(C=NC1)B(O)O)(F)F [5-(trifluoromethyl)pyridin-3-yl]boronic acid